C1(CC1)N1N=CC(=C1)C1=C2C(=NC=C1)N(N=C2CNC(OC(C)(C)C)=O)C2=CC=C(C=C2)OC(F)(F)F tert-butyl ((4-(1-cyclopropyl-1H-pyrazol-4-yl)-1-(4-(trifluoromethoxy)phenyl)-1H-pyrazolo[3,4-b]pyridin-3-yl)methyl)carbamate